di-n-octyltin bis(2-ethylhexyl maleate) C(C)C(C/C(/C(=O)[O-])=C/C(=O)[O-])CCCC.C(C)C(C/C(/C(=O)[O-])=C/C(=O)[O-])CCCC.C(CCCCCCC)[Sn+4]CCCCCCCC